N-(3-acetyl-4-pyridyl)-5-tert-butyl-3,6-dimethyl-pyrazine-2-carboxamide C(C)(=O)C=1C=NC=CC1NC(=O)C1=NC(=C(N=C1C)C(C)(C)C)C